4-methyl-5-(2-(trifluoromethyl)phenyl)-1H-pyrrole-3-carboxylic acid ethyl ester C(C)OC(=O)C1=CNC(=C1C)C1=C(C=CC=C1)C(F)(F)F